4-(3-(3-(2-ethylphenyl)-5,6,7,8-tetrahydro-[1,2,4]triazolo[4,3-a]pyrazine-7-carbonyl)-4-fluorobenzyl)-6-(prop-1-ynyl)phthalazin-1(2H)-one C(C)C1=C(C=CC=C1)C1=NN=C2N1CCN(C2)C(=O)C=2C=C(CC1=NNC(C3=CC=C(C=C13)C#CC)=O)C=CC2F